benzo[h]Chromene O1CC=CC2=CC=C3C(=C12)C=CC=C3